(4R)-7-[1-(3-chlorophenyl)-3-ethoxycarbonyl-7-oxo-4,5-dihydropyrazolo[3,4-c]pyridin-6-yl]-4-methyl-3,4-dihydro-1H-isoquinoline-2-carboxylic acid tert-butyl ester C(C)(C)(C)OC(=O)N1CC2=CC(=CC=C2[C@H](C1)C)N1C(C2=C(CC1)C(=NN2C2=CC(=CC=C2)Cl)C(=O)OCC)=O